FC1=C(CNC(C(=O)N2CCC=3C=CC(=NC3C2)NC2=CC(=NN2)C)=O)C(=CC=C1)OC N-(2-fluoro-6-methoxybenzyl)-2-(2-((3-methyl-1H-pyrazol-5-yl)amino)-5,6-dihydro-1,7-naphthyridin-7(8H)-yl)-2-oxoacetamide